Cl.FC=1C=C(CC=2C=NNC2)C=CC1 4-(3-Fluorobenzyl)-1H-pyrazole hydrochloride